5-(6-chloropyrazin-2-yl)-5-azaspiro[2.4]heptane ClC1=CN=CC(=N1)N1CC2(CC2)CC1